C(CCC)C=1N(C2=C(C(=NC=3C=CC=CC23)N)N1)CC1CCNCC1 2-butyl-1-(piperidin-4-ylmethyl)-1H-imidazo[4,5-c]quinolin-4-amine